NC1=NC2=CC(=CC=C2C(=C1F)NCCCO)Br 3-((2-Amino-7-bromo-3-fluoroquinolin-4-yl)amino)propan-1-ol